2-hydroxyoctadecane OC(C)CCCCCCCCCCCCCCCC